N1(N=CN=C1)C1CCC(CC1)CO [(1s,4s)-4-(1H-1,2,4-triazol-1-yl)cyclohexyl]methanol